COC1=C(C=C(C=C1)C)[C@@]1([C@@H](C1)C1=NC=C(N=C1)OC)C(=O)NS(=O)(=O)C=1C=2C=CC(=NC2C=CC1)C (1R,2R)-1-(2-methoxy-5-methylphenyl)-2-(5-methoxypyrazin-2-yl)-N-(2-methylquinoline-5-sulfonyl)cyclopropane-1-carboxamide